2,2-difluoro-2-(1-methyl-6-oxo-1,6-dihydropyridin-3-yl)acetic acid ethyl ester C(C)OC(C(C1=CN(C(C=C1)=O)C)(F)F)=O